CN(C1=CC=C(C=N1)N1CCC(CC1)CN(C(=O)C1CCCCC1)C1=NC(=CC(=C1)\C=C\C=1OC=CN1)C)C (E)-N-((1-(6-(Dimethylamino)pyridin-3-yl)piperidin-4-yl)methyl)-N-(6-methyl-4-(2-(oxazol-2-yl)vinyl)pyridin-2-yl)cyclohexanecarboxamide